2,6-dichloroquinoline-3-carboxaldehyde ClC1=NC2=CC=C(C=C2C=C1C=O)Cl